tert-Butyl N-(tert-butoxycarbonyl)-N-(4-hydroxybutyl)glycinate C(C)(C)(C)OC(=O)N(CC(=O)OC(C)(C)C)CCCCO